CC(C)(CCC[C@@H](C)[C@H]1CC[C@H]2[C@@H]3CC=C4[C@@H]([C@H](CC[C@]4(C)[C@H]3CC[C@]12C)O)O)O cholestan-5(6)-ene-3β,4α,25-triol